1-(9Z,12Z-octadecadienoyl)-2-hexadecanoyl-glycero-3-phospho-(1'-sn-glycerol) CCCCCCCCCCCCCCCC(=O)O[C@H](COC(=O)CCCCCCC/C=C\C/C=C\CCCCC)COP(=O)(O)OC[C@H](CO)O